FC(C(F)(F)OC(C(C(F)(F)F)F)(F)F)C(F)(F)F hexafluoropropylether